[(1R,2S,4R)-4-({5-[(4-Benzoyl-5-chloro-2-thienyl)carbonyl]pyrimidin-4-yl}amino)-2-hydroxycyclopentyl]methylsulfamate C(C1=CC=CC=C1)(=O)C=1C=C(SC1Cl)C(=O)C=1C(=NC=NC1)N[C@H]1C[C@@H]([C@H](C1)CNS([O-])(=O)=O)O